C(C)(C)(C)OC(=O)N1CCN(CC1)C1=CC(=C(C=C1)C=1C(=NC(=CC1)OCC1=CC=CC=C1)OCC1=CC=CC=C1)C.CC1(CN(C1)C(N)=S)C 3,3-dimethyl-azetidine-1-thiocarboxamide tert-butyl-4-(4-(2,6-bis(benzyloxy)pyridin-3-yl)-3-methylphenyl)piperazine-1-carboxylate